FC1=C(C=C(C=C1)F)C1=C(C(=NC(=C1)C(F)(F)F)C=1CCOCC1)N 4-(2,5-difluorophenyl)-2-(3,6-dihydro-2H-pyran-4-yl)-6-(trifluoromethyl)pyridin-3-amine